CC=1C=CC(=C(C1)CC(=O)O)NC(C1=CC(=C(C=C1)N1CCCCC1)NC(=O)C1=NN(C2=CC=CC=C12)CC(F)(F)F)=O 2-(5-methyl-2-(4-(piperidin-1-yl)-3-(1-(2,2,2-trifluoroethyl)-1H-indazole-3-carboxamido)benzamido)phenyl)acetic acid